(2S,4R)-N-[2-[6-[[5-(4-fluorophenyl)thiazol-2-yl]amino]imidazo[4,5-c]pyridin-1-yl]ethyl]-4-hydroxypyrrolidine-2-carboxamide FC1=CC=C(C=C1)C1=CN=C(S1)NC1=CC2=C(C=N1)N=CN2CCNC(=O)[C@H]2NC[C@@H](C2)O